OC1=C(C=CC(=C1)O)C(\C=C\C1=CC(=C(C=C1)OC)COC1=C(C=CC=C1)F)=O (E)-1-(2,4-Dihydroxyphenyl)-3-[3-[(2-fluorophenoxy)methyl]-4-methoxyphenyl]prop-2-en-1-one